FC(C(=O)O)(F)F.NCC1=NC=C(C(=O)NC2=NC=C(C=C2)CC2=CC(=CC=C2)Cl)C=C1 6-(aminomethyl)-N-(5-(3-chlorobenzyl)pyridin-2-yl)nicotinamide 2,2,2-trifluoroacetate salt